COC(=O)C1=C(SC2=C1C=CC(=C2)O)N(CC2=C(C=CC=C2)C)C(C)=O.C(C)NC(=O)N2[C@H]([C@H](CCC2)C2=CC=NN2)COC2CCC(CC2)C2=CC=CC=C2 N-ethyl-(CIS)-2-((((1r,4r)-4-phenylcyclohexyl)oxy)methyl)-3-(1H-pyrazol-5-yl)piperidine-1-carboxamide Methyl-2-[acetyl(2-methylbenzyl)amino]-6-hydroxy-1-benzothiophene-3-carboxylate